N-(1-(3-chloro-4-fluorophenyl)-2-hydroxy-ethyl)-1-(5-methyl-2-(pyridin-3-ylamino)pyridin-4-yl)-1H-pyrrole-3-carboxamide ClC=1C=C(C=CC1F)C(CO)NC(=O)C1=CN(C=C1)C1=CC(=NC=C1C)NC=1C=NC=CC1